Tert-Butyl 1-(5-(2-((4-(trifluoromethyl)phenyl)amino)phenyl)-1,3,4-oxadiazol-2-yl)cyclopropane-1-carboxylate FC(C1=CC=C(C=C1)NC1=C(C=CC=C1)C1=NN=C(O1)C1(CC1)C(=O)OC(C)(C)C)(F)F